ClC1=NC(=C2N=CNC2=N1)NC=1C=CC=C2C=CN(C12)S(=O)(=O)C 2-chloro-N-(1-(methylsulfonyl)indol-7-yl)-9H-purin-6-amine